(S)-(3-bromo-1-methyl-1H-1,2,4-triazol-5-yl)(4-(7-fluorobenzo[d]oxazol-2-yl)-6,7-dihydro-1H-imidazo[4,5-c]pyridin-5(4H)-yl)methanone BrC1=NN(C(=N1)C(=O)N1[C@@H](C2=C(CC1)NC=N2)C=2OC1=C(N2)C=CC=C1F)C